OCCN1N=C(C=C1C(NC(CC)CC)=O)C=1C=C(C=CC1)C=1OC(=CN1)C(=O)N[C@H](C(=O)OCC)C(C)C (S)-Ethyl 2-(2-(3-(1-(2-Hydroxyethyl)-5-(Pentan-3-Ylcarbamoyl)-1H-Pyrazol-3-Yl)Phenyl)Oxazole-5-Carboxamido)-3-Methylbutanoate